O1CCN(CC1)[C@@]1([C@H](O)[C@H](O)[C@@H](CO)O1)N1C(=O)N=C(N)C=C1 morpholinocytidine